C(N)(=N)NC(CC1=C(C(=CC=C1C)C1=NC=CC=C1)C)=O N-carbamimidoyl-2-(2,6-dimethyl-3-(pyridin-2-yl)phenyl)acetamide